[5-(4-Aminophenyl)-2-[4-(1,1,2,2,2-pentafluoroethoxy)phenyl]-1,2,4-triazol-3-yl]cyanamide NC1=CC=C(C=C1)C=1N=C(N(N1)C1=CC=C(C=C1)OC(C(F)(F)F)(F)F)NC#N